ClC1=NC=C(C(=N1)C1=CN=C(S1)N1C[C@H](CC1)O)Cl (S)-1-(5-(2,5-dichloropyrimidin-4-yl)thiazol-2-yl)pyrrolidin-3-ol